C(C)(C)(C)OC(=O)N([C@H](C(=O)O)C)C (S)-2-(((tert-butoxy)carbonyl)(methyl)amino)propionic acid